FC(C=1C=CC(=NC1)C=CC=1N=C(SC1)NC(OC(C)(C)C)=O)(F)F tert-butyl (4-(2-(5-(trifluoromethyl)pyridin-2-yl)vinyl)thiazol-2-yl)carbamate